CC1=NNC(=C1C1=CN=C2C=CC(=NC2=C1)C=1C(=NNC1)C1=NC(=CC=C1)C)C 7-(3,5-dimethyl-1H-pyrazol-4-yl)-2-[3-(6-methyl-2-pyridyl)-1H-pyrazol-4-yl]-1,5-naphthyridine